C(C)(C)[SiH](F)NC isopropylmethylaminofluorosilane